BrC12CC3CC(CC(C1)C3)C2 5-bromoadamantan